C1(CCCC1)N1C=C(N=C2C(NC(N=C12)(N)NC1CCN(CC1)S(=O)(=O)C)=O)NCC 8-cyclopentyl-6-(ethylamino)-2-((1-(methylsulfonyl)piperidin-4-yl)amino)pterin